2,6-bis(diphenylphosphinomethyl)pyridine C1(=CC=CC=C1)P(C1=CC=CC=C1)CC1=NC(=CC=C1)CP(C1=CC=CC=C1)C1=CC=CC=C1